4-chloro-5-(3-(4-methoxyphenyl)prop-1-yn-1-yl)-1H-pyrrolo[2,3-b]pyridine ClC1=C2C(=NC=C1C#CCC1=CC=C(C=C1)OC)NC=C2